2-((1r,3r)-3-((tert-butyldimethylsilyl)oxy)cyclobutyl)-2H-indazole [Si](C)(C)(C(C)(C)C)OC1CC(C1)N1N=C2C=CC=CC2=C1